NC1=C(C=CC(=C1)C=1C(=NOC1C)C)N[C@H]1CN(CC1)C(=O)OC(C)(C)C tert-butyl (R)-3-((2-amino-4-(3,5-dimethylisoxazol-4-yl)phenyl)amino)pyrrolidine-1-carboxylate